5-(3-chloropyridin-4-yl)-N-((6-((3S,5R)-3,5-dimethylpiperazin-1-yl)pyridin-2-yl)methyl)-7H-pyrrolo[2,3-d]pyrimidin-4-amine ClC=1C=NC=CC1C1=CNC=2N=CN=C(C21)NCC2=NC(=CC=C2)N2C[C@@H](N[C@@H](C2)C)C